methyl-(phenyl)-1,2,5-thiadiazolidin-3-one CC1C(N(SN1)C1=CC=CC=C1)=O